sec-Tetradecyl alcohol C(C)(CCCCCCCCCCCC)O